(4-hydroxy-4-((piperidin-4-ylmethoxy)methyl)cyclohexyl)carbamic acid tert-butyl ester C(C)(C)(C)OC(NC1CCC(CC1)(COCC1CCNCC1)O)=O